CC1=NC=C2N1C=CC(=C2)B(O)O (3-methylimidazo[1,5-a]pyridin-7-yl)boronic acid